6-(8-oxa-3-azabicyclo[3.2.1]oct-3-yl)-4-(cis-2,6-dimethylmorpholino)pyridazine-3-carbonitrile C12CN(CC(CC1)O2)C2=CC(=C(N=N2)C#N)N2C[C@@H](O[C@@H](C2)C)C